C(C)(=O)N(N(C(=O)C1=CC=2C3=C(C(=NC2C=C1)N)C=NN3C)CC3=C(C=C(C=C3)OC)F)C N'-acetyl-4-amino-N-(2-fluoro-4-methoxybenzyl)-N',1-dimethyl-1H-pyrazolo[4,3-c]quinoline-8-carbohydrazide